CC1=C(C(=C(C1([Hf]C1(C=CC2=CC=3CCCC3C=C12)CCCCC)C)C)C)C pentamethylcyclopentadienyl(1-pentyl-1,5,6,7-tetrahydro-s-indacenyl)hafnium